5-(5-(4-(5-(difluoromethyl)-1,3,4-oxadiazol-2-yl)benzyl)-1,2,4-oxadiazol-3-yl)pyridin-2-amine FC(C1=NN=C(O1)C1=CC=C(CC2=NC(=NO2)C=2C=CC(=NC2)N)C=C1)F